(S)-6-(1-amino-1,3-dihydro-spiro[inden-2,4'-piperidin]-1'-yl)-3-(1-(2-(dimethylamino)pyridin-4-yl)vinyl)-1,5-dihydro-4H-pyrazolo[3,4-d]pyrimidin-4-one N[C@@H]1C2=CC=CC=C2CC12CCN(CC2)C=2NC(C1=C(N2)NN=C1C(=C)C1=CC(=NC=C1)N(C)C)=O